6-(4-(1-hydroxy-2-methylpropyl)piperidin-2-yl)-3,4-dihydroquinolin OC(C(C)C)C1CC(NCC1)C=1C=C2CCC=NC2=CC1